3-(Benzyloxy)-5-hydroxy-4-(6-(4-methylpiperazin-1-yl)-2,3-dihydro-1H-pyrrolo[3,4-c]pyridine-2-carbonyl)benzonitrile C(C1=CC=CC=C1)OC=1C=C(C#N)C=C(C1C(=O)N1CC=2C=NC(=CC2C1)N1CCN(CC1)C)O